N1(CCCCC1)CCNC(CCCCCCC\C=C/CCCCCCCC)=O N-(2-(piperidin-1-yl)ethyl)oleamide